CC1(CC1)NS(=O)(=O)C=1C=C2C(N(C=3N(C2=CC1)C(CN3)CC(=O)OC)CC=3C=NN(C3)C)=O methyl 2-{7-[(1-methylcyclopropyl)sulfamoyl]-4-[(1-methylpyrazol-4-yl)methyl]-5-oxo-1H,2H-imidazo[1,2-a]quinazolin-1-yl}acetate